tert-butyl N-[(3S,5S)-1-[7-[(8-fluoro-2-methyl-imidazo[1,2-a]pyridin-6-yl)carbamoyl]-2-methyl-indazol-4-yl]-5-methyl-pyrrolidin-3-yl]-N-methyl-carbamate FC=1C=2N(C=C(C1)NC(=O)C1=CC=C(C3=CN(N=C13)C)N1C[C@H](C[C@@H]1C)N(C(OC(C)(C)C)=O)C)C=C(N2)C